2-(benzyloxy)-2-methylpropyl ((((2R,3S,4R,5S)-5-(4-aminopyrrolo[2,1-f][1,2,4]triazin-7-yl)-2-(fluoromethyl)-3,4-dihydroxytetrahydrofuran-2-yl)methoxy)(phenoxy)phosphoryl)-L-alaninate NC1=NC=NN2C1=CC=C2[C@H]2[C@@H]([C@@H]([C@@](O2)(CF)COP(=O)(OC2=CC=CC=C2)N[C@@H](C)C(=O)OCC(C)(C)OCC2=CC=CC=C2)O)O